O1CCC(CC1)CC1(CCNCC1)C#N 4-((tetrahydro-2H-pyran-4-yl)methyl)piperidine-4-carbonitrile